racemic-1-methyl-4-(4-azaspiro[2.4]hept-6-yl)pyridin-2(1H)-one CN1C(C=C(C=C1)[C@@H]1CNC2(CC2)C1)=O |r|